(R)-(1-hydroxycyclopropyl)(6-(3-Methyl-1H-pyrrolo[2,3-b]pyridin-5-yl)-8-(morpholin-3-yl)-3,4-dihydroisoquinolin-2(1H)-yl)methyl Ketone OC1(CC1)[C@@H](N1CC2=C(C=C(C=C2CC1)C=1C=C2C(=NC1)NC=C2C)C2NCCOC2)C(=O)[C@@H](C2(CC2)O)N2CC1=C(C=C(C=C1CC2)C=2C=C1C(=NC2)NC=C1C)C1NCCOC1